O(P([O-])OP([O-])[O-])C1=C(C=CC=C1)CCCCCCCCC nonylphenyl diphosphite